2-((2,4-difluoro)benzyl)imino-4-methyl-5-acetylthiazole FC1=C(CN=C2SC(=C(N2)C)C(C)=O)C=CC(=C1)F